[Cl-].OC1=C(C2=CC=CC=C2C=C1O)C1=C(C=CC=C1)[P+](C1=CC=CC=C1)(C1=CC=CC=C1)C1=CC=CC=C1 (2,3-dihydroxynaphthyl)tetraphenylphosphonium chloride